C(C1=CC=CC=C1)(=O)N1CCC2(CCN(C2=O)CC2=C(C(=CC=C2)F)F)CC1 8-benzoyl-2-(2,3-difluorobenzyl)-2,8-diazaspiro[4.5]decan-1-one